[6-(5-cyclopropyl-4H-1,2,4-triazol-3-yl)-2-azaspiro[3.3]heptan-2-yl]-[3-[3-[[1-(trifluoromethyl)cyclopropyl]methylamino]-1-bicyclo[1.1.1]pentanyl]azetidin-1-yl]methanone C1(CC1)C=1NC(=NN1)C1CC2(CN(C2)C(=O)N2CC(C2)C23CC(C2)(C3)NCC3(CC3)C(F)(F)F)C1